N1C=NC2=C1C=C(C=C2)C2=NN=C(SC2)NCC2=CC=CC=C2 5-(1H-benzo[d]imidazol-6-yl)-N-benzyl-6H-1,3,4-thiadiazin-2-amine